CCCCCCCC/C=C\CCCCCCCC(=O)NCC(C)O N-(2-hydroxypropyl)oleamide